CC1=C(C=C(C=C1)NC(=O)C1=CC=C(C(=O)O)C=C1)NC1=NC2=C(C=CC=C2C=N1)C1=CC=CC=C1 4-((4-methyl-3-((8-phenylquinazolin-2-yl)amino)phenyl)carbamoyl)benzoic acid